FC(C1=NC=2N(C=C1)N=CC2C(=O)N)(F)F 5-(trifluoromethyl)pyrazolo[1,5-a]Pyrimidine-3-carboxamide